3-hydroxy-N-((S)-1-(((S)-1-(methoxy(methyl)amino)-1-oxo-3-(1-trityl-1H-imidazol-4-yl)propan-2-yl)amino)-4-methyl-1-oxopentan-2-yl)-2-naphthamide OC=1C(=CC2=CC=CC=C2C1)C(=O)N[C@H](C(=O)N[C@H](C(=O)N(C)OC)CC=1N=CN(C1)C(C1=CC=CC=C1)(C1=CC=CC=C1)C1=CC=CC=C1)CC(C)C